2-cyanoethyl (4-(dimethoxyphosphoryl)butyl) diisopropylphosphoramidite C(C)(C)N(P(OCCC#N)OCCCCP(=O)(OC)OC)C(C)C